ClC=1C=CC(=C(C1)C1=CC(=C(N=N1)C)NC1=CC(=NC=C1)NC(CCN1CCN(C2(CC2)C1)C)=O)F N-(4-{[6-(5-chloro-2-fluorophenyl)-3-methylpyridazin-4-yl]amino}pyridin-2-yl)-3-{4-methyl-4,7-diazaspiro[2.5]octan-7-yl}propanamide